cyclopentyltriphenylphosphine bromide [Br-].C1(CCCC1)C1=C(C=CC=C1)P(C1=CC=CC=C1)C1=CC=CC=C1